2-(4-Cyanophenyl)-5-methyl-4,5,6,7-tetrahydrooxazolo[4,5-c]pyridine C(#N)C1=CC=C(C=C1)C=1OC2=C(CN(CC2)C)N1